C(C)(C)C1=C(NC2=CC=C(C=C12)C1CCN(CC1)CC(=O)NCCC)C=1C=C(C=2N(C1)N=CN2)C 2-(4-(3-isopropyl-2-(8-methyl-[1,2,4]triazolo[1,5-a]pyridin-6-yl)-1H-indol-5-yl)piperidin-1-yl)-N-propylacetamide